CN1CCN(CC1)C1=CC=C(C(=O)NC=2C=CC=C3C=CC=NC23)C=C1 4-(4-methylpiperazin-1-yl)-N-(quinolin-8-yl)benzamide